COC(C1=CC2=CC=CC=C2C=C1)OC 2-(dimethoxymethyl)naphthalene